N-undecanonitrile CCCCCCCCCCC#N